1-(4-hydroxyphenyl)-1,4-heptadien-3-one OC1=CC=C(C=C1)C=CC(C=CCC)=O